OC1CCC(CC1)N1N=CC(=C1C)C=1C=C(C=2N(C1)N=CC2C#N)OC(C(F)(F)F)C2=NC=C(C=C2)F 6-[1-(4-hydroxycyclohexyl)-5-methyl-pyrazol-4-yl]-4-[2,2,2-trifluoro-1-(5-fluoro-2-pyridyl)ethoxy]pyrazolo[1,5-a]pyridine-3-carbonitrile